[N+](=O)([O-])C([N+](=O)[O-])[N+](=O)[O-] Trinitromethan